2-(1-cyclopentenyl)acetic acid C1(=CCCC1)CC(=O)O